α-[[(3-Aminocyclohexyl)amino]methyl]benzenemethanol NC1CC(CCC1)NCC(O)C1=CC=CC=C1